COC=1C=C2C(=CC=NC2=CC1OC)N1C=CC2=CC(=CC=C12)[N+](=O)[O-] 6,7-dimethoxy-4-(5-nitroindol-1-yl)quinoline